(3-Mercaptopropyl)methyldimethoxysilan SCCC[Si](OC)(OC)C